(S)-8-(2-amino-6-((R)-2,2,2-trifluoro-1-(3'-(trifluoromethyl)-[1,1'-biphenyl]-4-yl)ethoxy)pyrimidin-4-yl)-2,8-diazaspiro[4.5]decane-3-carboxylic acid NC1=NC(=CC(=N1)N1CCC2(C[C@H](NC2)C(=O)O)CC1)O[C@@H](C(F)(F)F)C1=CC=C(C=C1)C1=CC(=CC=C1)C(F)(F)F